ClC1=NC(=CC=C1)C=1NC(=CN1)C1CC1 2-Chloro-6-(5-cyclopropyl-1H-imidazol-2-yl)pyridine